1,4-diazido-benzene N(=[N+]=[N-])C1=CC=C(C=C1)N=[N+]=[N-]